[Si](C)(C)(C(C)(C)C)OC1CCC(CC1)C(=O)O 5trans-4-((tert-butyldimethylsilyl)oxy)cyclohexane-carboxylic acid